O1C(=CC=C1)C=1C=NC2=CC=CC=C2C1 3-(Furan-2-yl)quinoline